C(C1=CC=CC=C1)OP(=O)(OCC1=CC=CC=C1)OCOC=1C(=NC2=CC=CC=C2C1)C(=O)OC Methyl 3-(((bis(benzyloxy) phosphoryl)oxy) methoxy)quinoline-2-carboxylate